1-(4-bromophenyl)-5-methyl-1H-1,2,4-triazole-3-carboxylic acid ethyl ester C(C)OC(=O)C1=NN(C(=N1)C)C1=CC=C(C=C1)Br